4-(tert-butyl)phenylsulfonyl chloride C(C)(C)(C)C1=CC=C(C=C1)S(=O)(=O)Cl